C(#N)C1=C(C=CC=C1)SC=1C=2N(C=C(C1)C=1C=NN(C1C)C1CCN(CC1)CCO)N=CC2C#N 4-((2-cyanophenyl)thio)-6-(1-(1-(2-hydroxyethyl)piperidin-4-yl)-5-methyl-1H-pyrazol-4-yl)pyrazolo[1,5-a]pyridine-3-carbonitrile